N-hydroxydiethylamine ON(CC)CC